CCCCCCCC/C=C\CCCCCCCCCCCCCC(=O)O[C@H](COC(=O)CCCCCCC/C=C\C/C=C\C/C=C\CC)COP(=O)([O-])OCC[N+](C)(C)C 1-(9Z,12Z,15Z-octadecatrienoyl)-2-(15Z-tetracosenoyl)-sn-glycero-3-phosphocholine